(R)-6-chloro-3-(1H-imidazol-1-yl)-5-methoxy-1-methyl-2-(3-(2,2,2-trifluoro-1-methoxyethyl)-1H-1,2,4-triazol-5-yl)-1H-pyrrolo[3,2-b]pyridine ClC=1C=C2C(=NC1OC)C(=C(N2C)C2=NC(=NN2)[C@H](C(F)(F)F)OC)N2C=NC=C2